ClC=1C=C(C(=O)N[C@H](C)C2=NC(=NN2C2=NC=C(C(=O)N=S(=O)(CC)CC)C=C2)C)C=C(C1)C(F)(F)F |r| rac-6-(5-(1-(3-chloro-5-(trifluoromethyl)benzamido)ethyl)-3-methyl-1H-1,2,4-triazol-1-yl)-N-(diethyl(oxo)-λ6-sulfaneylidene)nicotinamide